1-(2-fluoro-4-(2-azaspiro[3.3]heptan-6-yl)phenyl)dihydropyrimidine-2,4(1H,3H)-dione FC1=C(C=CC(=C1)C1CC2(CNC2)C1)N1C(NC(CC1)=O)=O